CC1=CC=CC(=N1)N1N=C2C(=C1C1=CC=3C=NC=CC3S1)CCC2 (2-(6-methylpyridin-2-yl)-2,4,5,6-tetrahydrocyclopenta[c]pyrazol-3-yl)thieno[3,2-c]pyridine